Cyclopropyl-5-oxopyrrolidine C1(CC1)N1CCCC1=O